(1s,4s)-4-(2,6-dioxo-1-phenoxy-10,13-dioxa-3,7-diazahexadecane-16-amido)cyclohexane-1-carboxylic acid tert-butyl ester C(C)(C)(C)OC(=O)C1CCC(CC1)NC(CCOCCOCCNC(CCNC(COC1=CC=CC=C1)=O)=O)=O